D-2-amino-3-methyl-3-((2-acetamidoethyl)dithio)butyric acid NC(C(=O)O)C(C)(SSCCNC(C)=O)C